Cl.NC1(COCCC1=O)C 3-amino-3-methyltetrahydropyran-4-one HCl salt